5-amino-2-(aminophenyl)-benzimidazole NC1=CC2=C(N=C(N2)C2=C(C=CC=C2)N)C=C1